1-methyl-4,5,6,7-tetrahydro-1H-indazol-6-amine CN1N=CC=2CCC(CC12)N